C(#N)CC1=C(C=CC=C1)C1=C(C(=CC=C1)NC(=O)C=1SC=2CNCCC2N1)C N-[2'-(cyanomethyl)-2-methylbiphenyl-3-yl]-4,5,6,7-tetrahydro[1,3]thiazolo[5,4-c]pyridine-2-carboxamide